Cl.O.O.NC1=CC=CC(=N1)C(=O)C1CCN(CC1)C (6-amino-2-pyridyl)-(1-methyl-4-piperidyl)methanone dihydrate hydrochloride